N-(5,5-difluoropiperidin-3-yl)-2-methyl-5-((2-(trifluoromethyl)pyridin-3-yl)methoxy)benzofuran-3-carboxamide FC1(CC(CNC1)NC(=O)C1=C(OC2=C1C=C(C=C2)OCC=2C(=NC=CC2)C(F)(F)F)C)F